N-(4-fluorophenyl)piperazine-1-carboxamide C1CN(CCN1)C(=O)NC2=CC=C(C=C2)F